(1-(((2-chloro-5-(1-(difluoromethyl)-1H-pyrazol-3-yl)pyridin-4-yl)amino)methyl)cyclopropyl)methanol ClC1=NC=C(C(=C1)NCC1(CC1)CO)C1=NN(C=C1)C(F)F